[C].N[C@@H](CCCNC(N)=N)C(=O)O Arginine carbon